cobalt compound with iron [Fe].[Co]